1-palmitoyl-2-oleoyl-3-chloropropanediol CCCCCCCCCCCCCCCC(=O)OCC(CCl)OC(=O)CCCCCCCC=CCCCCCCCC